C(O)C(C=1C(=C2C(=C(C1CO)CO)CCC2)CN=C=O)N=C=O Trimethylolpropanoxylylene diisocyanate